ClC1=NC(=CC(=C1)C(=O)C1CCC2(OCCO2)CC1)Cl (2,6-dichloro-4-pyridyl)-(1,4-dioxaspiro[4.5]decan-8-yl)methanone